The molecule is a polyunsaturated fatty acyl-CoA(4-) obtained by deprotonation of the phosphate and diphosphate functions of (2E,4Z)-deca-2,4-dienoyl-CoA; major species at pH 7.3. It is a (2E,4Z)-dienoyl-CoA(4-), a polyunsaturated fatty acyl-CoA(4-) and a medium-chain fatty acyl-CoA(4-). It is a conjugate base of a (2E,4Z)-deca-2,4-dienoyl-CoA. CCCCC/C=C\\C=C\\C(=O)SCCNC(=O)CCNC(=O)[C@@H](C(C)(C)COP(=O)([O-])OP(=O)([O-])OC[C@@H]1[C@H]([C@H]([C@@H](O1)N2C=NC3=C(N=CN=C32)N)O)OP(=O)([O-])[O-])O